COC(=O)C1=NC(=C(N=C1)N)OCC.COC1=CC(=C(C=C1OC)NC(=O)C=1OC2=CC=CC=C2C(C1)=O)C(NC1=CC=C(C=C1)CCN(CC1=CN=CN1C)C)=O N-(4,5-Dimethoxy-2-((4-(2-(methyl((1-methyl-1H-imidazol-5-yl)methyl)amino)ethyl)phenyl)carbamoyl)phenyl)-4-oxo-4H-chromene-2-carboxamide methyl-5-amino-6-ethoxypyrazine-2-carboxylate